C(C)(C)(C)OC(=O)N1CCC(CC1)(C1=CC(=CC=C1)Cl)N 4-amino-4-(3-chlorophenyl)piperidine-1-carboxylic acid tert-butyl ester